5,6-dichloro-1'-(dimethylglycyl)spiro[indoline-3,3'-pyrrolidin]-2-one ClC=1C=C2C(=CC1Cl)NC(C21CN(CC1)C(CN(C)C)=O)=O